BrC1=C(C(=CC(=C1)Cl)F)F 1-bromo-5-chloro-2,3-difluoro-benzene